C(CCC)C(C(=O)C1=CC=CC=C1)(Cl)Cl Butyldichloroacetophenone